O=S1(CC[C@@H]2[C@H]1CN(C2)C2=CC=CC(=N2)C2=NC1=CC(=NC=C1C=C2)CNC(C2=CN=CC(=C2)S(=O)(=O)C)=O)=O N-((2-(6-((cis)-1,1-dioxidohexahydro-5H-thieno[2,3-c]pyrrol-5-yl)pyridin-2-yl)-1,6-naphthyridin-7-yl)methyl)-5-(methylsulfonyl)nicotinamide